4-hydroxy-7-phenyl-3-(2,2,2-trifluoroethan-1-one-1-yl)-2H-chromen OC1=C(COC2=CC(=CC=C12)C1=CC=CC=C1)C(C(F)(F)F)=O